4-(pyrimidin-2-yl)-1-(2-sulfoethyl)pyridazin-1-ium N1=C(N=CC=C1)C1=CN=[N+](C=C1)CCS(=O)(=O)O